2-chloro-4-imidazol-1-yl-benzaldehyde ClC1=C(C=O)C=CC(=C1)N1C=NC=C1